C(C)(C)(C)OC(=O)N1C[C@H](CC=C1C=1C=C(C2=C(CC3(CCN(CC3)C)O2)C1)F)C (S)-6-(7-fluoro-1'-methyl-3H-spiro[benzofuran-2,4'-piperidin]-5-yl)-3-methyl-3,4-dihydropyridine-1(2H)-carboxylic acid tert-butyl ester